2-(2,6-Dimethyl-4-((4-(4-(trifluoromethyl)benzyl)piperazin-1-yl)methyl)phenoxy)butanoic acid CC1=C(OC(C(=O)O)CC)C(=CC(=C1)CN1CCN(CC1)CC1=CC=C(C=C1)C(F)(F)F)C